5-methyl-5-azauridine CN1C(NC(N([C@H]2[C@H](O)[C@H](O)[C@@H](CO)O2)C1)=O)=O